(1R,2S,5R)-2-isopropyl-5-methyl-N-(4-(piperidin-4-yl)benzyl)cyclohexanecarboxamide hydrochloride Cl.C(C)(C)[C@H]1[C@@H](C[C@@H](CC1)C)C(=O)NCC1=CC=C(C=C1)C1CCNCC1